7-(4-ethyltriazol-1-yl)-8-fluoro-2,3-dihydro-1,5-benzothiazepin-4-one C(C)C=1N=NN(C1)C=1C(=CC2=C(NC(CCS2)=O)C1)F